2-{4-[3-(2-chloro-10H-phenothiazin-10-yl)propyl]piperazin-1-yl}ethan-1-ol ClC1=CC=2N(C3=CC=CC=C3SC2C=C1)CCCN1CCN(CC1)CCO